NC=1C(=NC(=C(N1)C=1OC=CN1)C=1C=CC=2N(C1)C(=CN2)C)C(=O)N[C@H](COC)C (S)-3-amino-N-(1-methoxypropan-2-yl)-6-(3-methylimidazo[1,2-a]pyridin-6-yl)-5-(oxazol-2-yl)pyrazine-2-carboxamide